CCCCCCCCCCCCCCCCCCCC(=O)OC[C@H](COP(=O)([O-])[O-])OC(=O)CCC/C=C\\C/C=C\\C/C=C\\C/C=C\\CCCCC The molecule is a 1-acyl-2-arachidonoyl-sn-glycerol 3-phosphate(2-) obtained by deprotonation of the phosphate OH groups of 1-icosanoyl-2-arachidonoyl-sn-glycero-3-phosphate; major species at pH 7.3. It is a conjugate base of a 1-icosanoyl-2-arachidonoyl-sn-glycero-3-phosphate.